N-benzyl-4-(2-{[(3S)-piperidin-3-yl]amino}-5-(trifluoromethyl)pyrimidin-4-yl)-1H-pyrrole-2-carboxamide C(C1=CC=CC=C1)NC(=O)C=1NC=C(C1)C1=NC(=NC=C1C(F)(F)F)N[C@@H]1CNCCC1